3-(2-fluoro-4-((2-fluoroethylamino)methyl)phenyl)isoxazol FC1=C(C=CC(=C1)CNCCF)C1=NOC=C1